N-(tert-butoxycarbonyl)-O-methyl-L-threonine C(C)(C)(C)OC(=O)N[C@@H]([C@H](OC)C)C(=O)O